C1(=CC=C(C=C1)N(C=1C=CC=C2C=3C=CC=CC3C3(C12)C1=CC=CC=C1C=1C=CC=CC13)C1=CC=C(C=C1)C1=CC=CC=3C2=CC=CC=C2OC13)C1=CC=CC=C1 N-{[1,1'-biphenyl]-4-yl}-N-(4-{8-oxatricyclo[7.4.0.02,7]trideca-1(13),2(7),3,5,9,11-hexaen-6-yl}phenyl)-9,9'-spirobi[fluoren]-8-amine